trifluoro-N-phenyl-N-((trifluoromethyl)sulfonyl)methanesulfOnamide FC(S(=O)(=O)N(S(=O)(=O)C(F)(F)F)C1=CC=CC=C1)(F)F